CN1C(C=2C(C1=O)=CC=CC2)=O N-methyl-phthalimide